(2R,3S,4S,5S)-5-(4-aminopyrrolo[2,1-f][1,2,4]triazin-7-yl)-2-cyano-2-(hydroxymethyl)tetrahydrofuran-3,4-diyl diethyl bis(carbonate) C(O[C@@H]1[C@](O[C@H]([C@@H]1OC(OCC)=O)C1=CC=C2C(=NC=NN21)N)(CO)C#N)(OCC)=O